OC(CCCCCCCCC(=O)O)C\C=C/CCCCC (cis)-10-Hydroxyoctadec-12-enoic acid